6-chloro-7-(2-fluoro-6-hydroxy-phenyl)-4-[(2S)-2-methyl-4-prop-2-enoyl-piperazin-3-yl]-1-[2-(pentafluoro-λ6-sulfanyl)phenyl]pyrido[2,3-d]pyrimidin-2-one ClC1=CC2=C(N(C(N=C2C2[C@@H](NCCN2C(C=C)=O)C)=O)C2=C(C=CC=C2)S(F)(F)(F)(F)F)N=C1C1=C(C=CC=C1O)F